C(=O)C=1C=CC=2NC3=CC=C(C=C3C2C1)OC 3-formyl-6-methoxycarbazole